C1=CC=CC=2C3=CC=CC=C3C(C12)COC(=O)[N][C@H](C(=O)O)CC1=CC=C(C=C1)C1=NOC(N1)=O (S)-2-((((9H-fluoren-9-yl)methoxy)carbonyl)-λ2-azaneyl)-3-(4-(5-oxo-4,5-dihydro-1,2,4-oxadiazol-3-yl)phenyl)propanoic acid